CC1=CC(=NC(=N1)N1CCCC1)NC1=CC=C(C=C1)NC(=O)C1=CN(C2=CC=CC=C12)C(=O)OC(C)(C)C N-(4-{[6-methyl-2-(1-pyrrolidinyl)-4-pyrimidinyl]amino}phenyl)-1-{[(2-methyl-2-propyl)oxy]carbonyl}-1H-indole-3-carboxamide